FC1=CC=C(C=C1)NC(=O)C1CC1 1-((4-fluorophenyl)carbamoyl)cyclopropane